(6S)-6-{[2-(4-fluorophenyl)[1,2,4]triazolo[1,5-c]quinazolin-5-yl]amino}-1,4-diazepin-5-one FC1=CC=C(C=C1)C1=NN2C(=NC=3C=CC=CC3C2=N1)NC=1C(N=CC=NC1)=O